((2R,3R,4S,5R)-4-acetoxy-5-(2-amino-8-oxo-7-(thiophen-2-ylmethyl)-7,8-dihydro-9H-purin-9-yl)-3-fluorotetrahydrofuran-2-yl)methylacetat C(C)(=O)O[C@@H]1[C@@H]([C@H](O[C@H]1N1C2=NC(=NC=C2N(C1=O)CC=1SC=CC1)N)COC(C)=O)F